3-hydroxyethylamino-3-nitrobenzenesulfonic acid OCCNC1(CC(=CC=C1)S(=O)(=O)O)[N+](=O)[O-]